C(C)(=O)NCCCC(=O)N(C)C1=CC=C(C=C1)C1=CC2=C(S1)C=CC=C2 4-acetamido-N-(4-(benzo[b]thiophen-2-yl)-phenyl)-N-methylbutanamide